2-bromo-4-(1-fluorovinyl)benzoic acid methyl ester COC(C1=C(C=C(C=C1)C(=C)F)Br)=O